N-(3-(5-((1-Ethylpiperidin-4-yl)(methyl)amino)-3-(pyrimidin-5-yl)-1H-pyrrolo[3,2-b]pyridin-1-yl)-2,4-difluorophenyl)propane-1-sulfonamide monosuccinate salt C(CCC(=O)O)(=O)O.C(C)N1CCC(CC1)N(C1=CC=C2C(=N1)C(=CN2C=2C(=C(C=CC2F)NS(=O)(=O)CCC)F)C=2C=NC=NC2)C